N=CC iminoethane